C(C)(C)(C)OC(=O)N1CCC(=CC1)C1=CC=C(C=C1)NC(=O)C12CCC(CC1)(CC2)C(NC2=CC=C(C=C2)CNC(=O)OC(C)(C)C)=O 4-[4-({4-[4-(tert-butoxycarbonylamino-methyl)-phenylcarbamoyl]-bicyclo[2.2.2]octane-1-carbonyl}-amino)-phenyl]-3,6-dihydro-2H-pyridine-1-carboxylic acid tert-butyl ester